2-[[5-ethylsulfonyl-6-[4-oxo-2-(1,1,2,2,2-pentafluoroethyl)-6H-thieno[2,3-c]pyrrol-5-yl]-3-pyridyl]oxy]-2-methyl-propanenitrile C(C)S(=O)(=O)C=1C=C(C=NC1N1CC2=C(C1=O)C=C(S2)C(C(F)(F)F)(F)F)OC(C#N)(C)C